NC1=NC(=C(C=C1C=1C=C2CCNC(C2=CC1)=O)C1=CC=C(C=C1)C1CN(CCC1)CC)F 6-(2-amino-5-(4-(1-ethylpiperidin-3-yl)phenyl)-6-fluoropyridin-3-yl)-3,4-dihydroisoquinolin-1(2H)-one